di-tert-butyl-(2R,4R)-4-((6-chloro-3-fluoro-4-(1-hydroxy-propyl) pyridin-2-yl) methyl)-2-methylpiperidine-1,4-dicarboxylate C(C)(C)(C)OC(=O)N1[C@@H](C[C@@](CC1)(C(=O)OC(C)(C)C)CC1=NC(=CC(=C1F)C(CC)O)Cl)C